ClC=1C=C(C=CC1)[C@H](C)N1N=C(C=C1C(=O)N[C@@H]1[C@H](C1)CO)C(=O)NC 1-((S)-1-(3-chlorophenyl)ethyl)-N5-((1S,2S)-2-(hydroxymethyl)cyclopropyl)-N3-methyl-1H-pyrazole-3,5-dicarboxamide